NC1=C(C=CC=C1)NC(C1=CC=C(C=C1)CSC1=NN2C(C(=N1)NC1=CC=C(C=C1)OC)=CC=C2)=O N-(2-aminophenyl)-4-[[[4-(4-methoxyphenyl)aminopyrrolo[2,1-f][1,2,4]triazin-2-yl]thio]methyl]benzamide